C(C1=CC=CC=C1)N1N=NC(=C1)[C@H](NC(=O)NC1CC2(C1)CCC2)C2=CC(=CC=C2)C(F)(F)F |r| (±)-1-((1-benzyl-1H-1,2,3-triazol-4-yl)(3-(trifluoromethyl)phenyl)methyl)-3-(spiro[3.3]heptan-2-yl)urea